5-Cyano-N-(2-hydroxyethyl)-N-(2,2,2-trifluoro-1-(4-fluorophenyl)ethyl)pyridine-3-sulfonamide C(#N)C=1C=C(C=NC1)S(=O)(=O)N(C(C(F)(F)F)C1=CC=C(C=C1)F)CCO